C(C)(C)(C)[Si](OC=1C2(CCC(C1)C2(C)C)C)(C)C tert-butyl(dimethyl)[(1,7,7-trimethylbicyclo[2.2.1]hept-2-en-2-yl)oxy]silane